CN(C1=C(C=NC=2NC3=C(C=C(C(=C3C21)F)F)NC)C=2C=C1C(C(=CN(C1=NC2)NC)C(=O)O)=O)C 6-[4-(dimethylamino)-5,6-difluoro-8-(methylamino)-9H-pyrido[2,3-b]indol-3-yl]-1-(methylamino)-4-oxo-1,8-naphthyridine-3-carboxylic acid